1-(((5s,7s)-3-(6-(dimethylamino)pyridin-3-yl)-7-methyl-2-oxo-1-oxa-3-azaspiro[4.5]decan-7-yl)methyl)-1H-benzo[d]imidazole-6-carbonitrile CN(C1=CC=C(C=N1)N1C(O[C@]2(C1)C[C@@](CCC2)(C)CN2C=NC1=C2C=C(C=C1)C#N)=O)C